(2S,4S)-4-fluoro-1-[2-[(3R)-3-(4-quinolylamino)pyrrolidin-1-yl]acetyl]pyrrolidine-2-carbonitrile F[C@H]1C[C@H](N(C1)C(CN1C[C@@H](CC1)NC1=CC=NC2=CC=CC=C12)=O)C#N